CC\C=C\C trans-3-penten